C1(CC1)[C@](CNC(=O)C1=NN(C(N1)=O)C)(CC1=C(C=C(C=C1F)F)F)C (R)-N-[2-cyclopropyl-2-methyl-3-(2,4,6-trifluorophenyl)propyl]-1-methyl-5-oxo-4H-1,2,4-triazole-3-carboxamide